C(C)(C)(C)OC(=O)N1CC=2N(CC1)C(=NC2)CC tert-butyl-3-ethyl-5,6-dihydroimidazo[1,5-a]pyrazine-7(8H)-carboxylate